2-(1-acryloylpyrrolidine-3-yl)-4-(4-phenoxyphenyl)thiazole-5-carboxamide C(C=C)(=O)N1CC(CC1)C=1SC(=C(N1)C1=CC=C(C=C1)OC1=CC=CC=C1)C(=O)N